Cl.[C@H]12CC(C[C@H](CC1)N2)N(C=2SC=1N=C(SC1N2)C2=NC=C(C=N2)C=2C=NNC2)C N-[(1R,3s,5S)-8-Azabicyclo[3.2.1]octan-3-yl]-N-methyl-5-[5-(1H-pyrazol-4-yl)pyrimidin-2-yl][1,3]thiazolo[5,4-d][1,3]thiazol-2-amin Hydrochlorid